5-methyl-3-(methylthio)-1,2,4-triazine CC=1N=C(N=NC1)SC